ClC1=C(C(=CC(=C1)Cl)Cl)S(=O)(=O)NC12CC3(CC(CC(C1)C3)(C2)C)C 2,4,6-trichloro-N-(3,5-dimethyltricyclo[3.3.1.13,7]dec-1-yl)benzenesulfonamide